[Rh].[Ru] ruthenium-rhodium